COC(=O)C=1C=CC2=C(N(C(=N2)CC2=C(C=C(C=C2)C2=C(C(=CC=C2)F)O)F)C[C@H]2OCC2)C1 (S)-2-((3,3'-difluoro-2'-hydroxy-[1,1'-biphenyl]-4-yl)methyl)-1-(oxetane-2-ylmethyl)-1H-benzo[d]imidazole-6-carboxylic acid methyl ester